N-{[(5-methyl-2-oxo-1,3-dioxol-4-yl)methoxy]carbonyl}-5-oxo-L-norleucine 1-methylethyl ester CC(C)OC([C@@H](NC(=O)OCC=1OC(OC1C)=O)CCC(C)=O)=O